N1(CCC(CC1)C=1C=C2C(=C(NC2=CC1)C1=C2C(=NC=C1)NN=C2)C(C)C)C2CNCCC2 4-(5-([1,3'-bipiperidin]-4-yl)-3-isopropyl-1H-indol-2-yl)-1H-pyrazolo[3,4-b]pyridine